O=C1C=2C=C(C=CC2C2=C1N=C(N=C2)C(F)(F)F)C(=O)N 9-oxo-2-(trifluoromethyl)-9H-indeno[2,1-d]pyrimidine-7-carboxamide